COC(\C=C(/C)\C1=CC(=CC=C1)N(C(=O)C1CCCCC1)CC12CCC(CC1)(CC2)C2=CC=C(C=C2)OC)=O.C2(=CC=CC=1OC3=C(C12)C=CC=C3)C=3C(=C(C=CC3)C=3C(=CC=CC3)C3=CC=CC=C3)C3=NN=NC(=C3C3=CC=CC=C3)C3=CC=CC=C3 dibenzofuranyl-(diphenyltriazinyl)terbenzene methyl-(E)-3-(3-(N-((4-(4-methoxyphenyl)bicyclo[2.2.2]octan-1-yl)methyl)cyclohexanecarboxamido)phenyl)but-2-enoate